2-(1-(1-ethyl-1H-pyrazolo[3,4-b]pyrazin-6-yl)piperidin-3-yl)-5-phenyl-1,3,4-thiadiazole C(C)N1N=CC=2C1=NC(=CN2)N2CC(CCC2)C=2SC(=NN2)C2=CC=CC=C2